6-(3-isopropyl-5-(piperidin-4-yl)-1H-indol-2-yl)-8-methylimidazo[1,2-a]pyridine-3-carbonitrile C(C)(C)C1=C(NC2=CC=C(C=C12)C1CCNCC1)C=1C=C(C=2N(C1)C(=CN2)C#N)C